N-[4-(2-{[2-(4-methanesulfonamidophenoxy)ethyl](methyl)amino}ethyl)phenyl]methanesulfonamide CS(=O)(=O)NC1=CC=C(OCCN(CCC2=CC=C(C=C2)NS(=O)(=O)C)C)C=C1